rac-N-[1-methyl-3-oxo-3-[4-[5-(trifluoromethyl)pyrimidin-2-yl]piperazin-1-yl]propyl]-6-oxo-5-(trifluoromethyl)-1H-pyridazine-3-carboxamide C[C@H](CC(N1CCN(CC1)C1=NC=C(C=N1)C(F)(F)F)=O)NC(=O)C1=NNC(C(=C1)C(F)(F)F)=O |r|